N-(3-(difluoromethoxy)-4-(3-methyl-6-(pyrazolo[1,5-a]pyrimidin-3-yl)-1H-pyrazolo[4,3-c]pyridin-1-yl)phenyl)methanesulfonamide FC(OC=1C=C(C=CC1N1N=C(C=2C=NC(=CC21)C=2C=NN1C2N=CC=C1)C)NS(=O)(=O)C)F